oxazol-5-ylmethyl (4-((4-(dimethylcarbamoyl)-4-azaspiro[2.5]octan-7-yl)methyl)phenyl)carbamate CN(C(=O)N1C2(CC2)CC(CC1)CC1=CC=C(C=C1)NC(OCC1=CN=CO1)=O)C